OCC1=CC=C2C(CN(CC2=C1)C(=O)OC(C)(C)C)(C)C Tert-Butyl 7-(hydroxymethyl)-4,4-dimethyl-1,3-dihydroisoquinoline-2-carboxylate